1,4-dibromo-2-methoxy-3-hydroxybutane BrCC(C(CBr)O)OC